N[C@@H](C(C)C)C(=O)O[C@@H]1[C@H](O[C@]([C@@H]1O)(C1=CC=C2C(=NC=NN21)NC([C@H](C(C)C)C)=O)C#N)COC(CC2CCCCC2)=O (2R,3S,4R,5R)-5-cyano-2-((2-cyclohexylacetoxy)methyl)-5-(4-((S)-2,3-dimethylbutanamido)pyrrolo[2,1-f][1,2,4]triazin-7-yl)-4-hydroxytetrahydrofuran-3-yl L-valinate